methyl 3-oxo-4-((1-phenylazetidin-3-yl) methyl)-3,4-dihydro-2H-benzo[b][1,4]thiazine-6-carboxylate O=C1N(C2=C(SC1)C=CC(=C2)C(=O)OC)CC2CN(C2)C2=CC=CC=C2